N-[4-(6-Chloropyridin-3-yl)-3-sulfamoylphenyl]-2-(3-fluorophenyl)acetamide ClC1=CC=C(C=N1)C1=C(C=C(C=C1)NC(CC1=CC(=CC=C1)F)=O)S(N)(=O)=O